N1,N3-bis(cyclopropylmethyl)-5-nitroisophthalamide C1(CC1)CNC(C1=CC(C(=O)NCC2CC2)=CC(=C1)[N+](=O)[O-])=O